C12(C(=O)CC(CC1)C2(C)C)CS(=O)(=O)O.C=O methanone (+)-Camphorsulfonate Salt